C(#N)[C@H](C[C@H]1C(NCC1)=O)NC(=O)[C@H]1N(CC2(C1)CCCC2)C(=O)C=2NC1=CC=CC(=C1C2)OC (S)-N-((S)-1-cyano-2-((S)-2-oxopyrrolidin-3-yl)ethyl)-2-(4-methoxy-1H-indole-2-carbonyl)-2-azaspiro[4.4]nonane-3-carboxamide